methyl 2-((2S,5S,6S)-5-(tert-butyldimethylsilyloxy)-6-formyl-4-methylenetetrahydro-2H-pyran-2-yl)acetate [Si](C)(C)(C(C)(C)C)O[C@H]1C(C[C@H](O[C@@H]1C=O)CC(=O)OC)=C